C12OC3OC(PC(O1)C3)C2 2,4,8-trioxa-6-phosphaadamantane